(1r,3r)-3-[[3-amino-4-(7-chloro-1H-indazol-4-yl)-7-fluoro-2-oxo-1H-quinolin-6-yl]oxy]cyclobutane-1-carbonitrile NC=1C(NC2=CC(=C(C=C2C1C1=C2C=NNC2=C(C=C1)Cl)OC1CC(C1)C#N)F)=O